The molecule is a 1,2-diacyl-sn-glycerol 3-phosphate(2-) obtained by deprotonation of the phosphate OH groups of 1-oleoyl-2-(6Z)-octadecenoyl-sn-glycero-3-phosphate. It is a 1,2-diacyl-sn-glycerol 3-phosphate(2-) and a 1-oleoyl-2-acyl-sn-glycero-3-phosphate(2-). It is a conjugate base of a 1-oleoyl-2-(6Z)-octadecenoyl-sn-glycero-3-phosphate. CCCCCCCCCCC/C=C\\CCCCC(=O)O[C@H](COC(=O)CCCCCCC/C=C\\CCCCCCCC)COP(=O)([O-])[O-]